S1C(NC(C1)=O)=O 1,3-THIAZOLIDIN-2,4-DION